COC1=C(C=CC(=C1)S(=O)(=O)C)C1N(CCCCC1)C1=NC(=NC(=C1)C)N 4-[2-(2-Methoxy-4-methylsulfonyl-phenyl)azepan-1-yl]-6-methyl-pyrimidin-2-amine